N-((2R)-3-methyl-1-(2-methyl-1-oxo-4-phenyl-2,8-diazaspiro[4.5]decan-8-yl)-1-oxobutan-2-yl)-3-(trifluoromethyl)benzamide CC([C@H](C(=O)N1CCC2(C(CN(C2=O)C)C2=CC=CC=C2)CC1)NC(C1=CC(=CC=C1)C(F)(F)F)=O)C